4-(((5,6,7,8-tetrahydronaphthalen-1-yl)thio)methyl)piperidine tert-butyl-((4-chloro-2-methylquinolin-6-yl)methyl)(tetrahydro-2H-pyran-4-yl)carbamate C(C)(C)(C)OC(N(C1CCOCC1)CC=1C=C2C(=CC(=NC2=CC1)C)Cl)=O.C1(=CC=CC=2CCCCC12)SCC1CCNCC1